N-((R)-1-(3-(1-isopropyl-1H-pyrazol-4-yl)-5-(1-methyl-1H-pyrazol-4-yl)phenyl)ethyl)-2-methyl-5-(((S)-1-methylpyrrolidin-3-yl)oxy)benzamide C(C)(C)N1N=CC(=C1)C=1C=C(C=C(C1)C=1C=NN(C1)C)[C@@H](C)NC(C1=C(C=CC(=C1)O[C@@H]1CN(CC1)C)C)=O